tris(2-(diphenylphosphino)-4,5-dimethoxyphenyl)phosphine C1(=CC=CC=C1)P(C1=C(C=C(C(=C1)OC)OC)P(C1=C(C=C(C(=C1)OC)OC)P(C1=CC=CC=C1)C1=CC=CC=C1)C1=C(C=C(C(=C1)OC)OC)P(C1=CC=CC=C1)C1=CC=CC=C1)C1=CC=CC=C1